2-amino-N-(p-tolyl)acetamide hydrochloride Cl.NCC(=O)NC1=CC=C(C=C1)C